di(acryl)cystamine C(=O)(C=C)N(CCSSCCN)C(=O)C=C